tert-butyl (3-(2,6-bis(benzyloxy)pyridin-3-yl)-1-methyl-1H-pyrazolo[3,4-b]pyridin-6-yl)carbamate C(C1=CC=CC=C1)OC1=NC(=CC=C1C1=NN(C2=NC(=CC=C21)NC(OC(C)(C)C)=O)C)OCC2=CC=CC=C2